NN1N=NC2=C1C=CC=C2 1-amino-1,2,3-benzotriazole